secondary hexylphosphonate C(C)(CCCC)P([O-])([O-])=O